FC=1C(=C(C=C(C1)F)C=1C=C2C(=NN1)NC[C@@H]1N2C[C@@H](C1)OC1=CC=C(C=O)C=C1)O 4-(((6aR,8R)-2-(3,5-difluoro-2-hydroxyphenyl)-5,6,6a,7,8,9-hexahydropyrrolo[1',2':4,5]pyrazino-[2,3-c]pyridazin-8-yl)oxy)benzaldehyde